ClC=1C(=NC2=C(C(=NC(=C2C1)N1[C@H](CN(CC1)C(=O)OC(C)(C)C)C)COC)C1=C(C=CC=C1)C(C)C)C1=C(C=CC=C1)F tert-butyl (3S)-4-(3-chloro-2-(2-fluorophenyl)-8-(2-isopropylphenyl)-7-(methoxymethyl)-1,6-naphthyridin-5-yl)-3-methylpiperazine-1-carboxylate